6-methoxy-1H-indazole-3-carbaldehyde COC1=CC=C2C(=NNC2=C1)C=O